NCC1CC2(C1)OC(N(C2)[C@@H](C)C=2C=CC=C1C(=C(NC21)C(=O)O)C=2C=C1CNC(C1=CC2)=O)=O 7-((S)-1-((2R,4s)-2-(amino-methyl)-6-oxo-5-oxa-7-azaspiro[3.4]octan-7-yl)ethyl)-3-(1-oxoisoindolin-5-yl)-1H-indole-2-carboxylic acid